(l)-2-(4-pyrimidin-5-ylpiperazin-1-yl)thiazole-5-carboxamide N1=CN=CC(=C1)N1CCN(CC1)C=1SC(=CN1)C(=O)N